3,5-dichlorobenzene disulfide ClC12C3C(C=C(C1S2)Cl)S3